N1(N=CC=C1)CC1=CC2=C(C(=NO2)N)C2=C1OCCO2 5-((1H-pyrazol-1-yl)methyl)-2,3-dihydro-[1,4]dioxino[2',3':5,6]benzo[1,2-d]Isoxazol-9-amine